C(C)(C)(C)OC(=O)N1CC(C(CC1)(CN1C(C=C(C(=C1)C=1OC=CN1)C1=CC=CC=C1)=O)O)(C)C 4-hydroxy-3,3-dimethyl-4-((5-(oxazol-2-yl)-2-oxo-4-phenylpyridin-1(2H)-yl)methyl)piperidine-1-carboxylic acid tert-butyl ester